BrC1=CC=CC2=C1OCC(N2)=O 8-bromo-2H-benzo[b][1,4]oxazin-3(4H)-one